chloromethylcyanosilane ClC[SiH2]C#N